COC=1C=C(C=CC1OC)C=1C=C(N(S(N1)(=O)=O)CCC)C(=O)NC1=CC=C(C=C1)OC 5-(3,4-dimethoxyphenyl)-N-(4-methoxyphenyl)-1,1-dioxo-2-propyl-2H-1λ6,2,6-thiadiazine-3-carboxamide